tert-butyl 3-[[4-(4,4,5,5-tetramethyl-1,3,2-dioxaborolan-2-yl)pyrazol-1-yl]methyl]azetidine-1-carboxylate CC1(OB(OC1(C)C)C=1C=NN(C1)CC1CN(C1)C(=O)OC(C)(C)C)C